C1(=CC=CC=C1)NC(=S)N N-phenylthiourea